COC=1C=C2C=3C(CCCC3N(C2=CC1)C1=NC=CC=N1)=O 6-Methoxy-9-(2-pyrimidinyl)-1,2,3,9-tetrahydrocarbazol-4-one